((R)-4-Methyl-1-((R)-pyrrolidin-3-yl)piperazin-2-yl)methanol CN1C[C@@H](N(CC1)[C@H]1CNCC1)CO